ClC1=C(C=CC=C1F)[C@@H]1[C@@H](CN(C1)CC(F)(F)F)C(=O)O |r| rac-(3S,4S)-4-(2-chloro-3-fluorophenyl)-1-(2,2,2-trifluoroethyl)pyrrolidine-3-carboxylic acid